1,5-dichloro-1,5-cyclooctadiene ClC1=CCCC(=CCC1)Cl